ClC=1C(=CC(=NC1)C(=O)N1[C@@H](CCC1)COC)NC=1C=C2C(=CC(N(C2=CC1)C)=O)N[C@H](C)C1CC1 6-((5-Chloro-2-((S)-2-(methoxymethyl)pyrrolidin-1-carbonyl)pyridin-4-yl)amino)-4-(((R)-1-cyclopropylethyl)amino)-1-methylchinolin-2(1H)-on